1-Cyclopropyl-2-(4-(1,1-difluoroethyl)pyrimidin-5-yl)-5,6-difluoro-1H-benzo[d]imidazol C1(CC1)N1C(=NC2=C1C=C(C(=C2)F)F)C=2C(=NC=NC2)C(C)(F)F